2-(2-(2-(2-(((5r,8r)-4-(benzyloxy)-3-mesityl-2-oxo-1-oxaspiro[4.5]dec-3-en-8-yl)oxy)ethoxy)ethoxy)ethoxy)acetic acid C(C1=CC=CC=C1)OC1=C(C(OC12CCC(CC2)OCCOCCOCCOCC(=O)O)=O)C2=C(C=C(C=C2C)C)C